3-((4-(2-fluoro-6-(methylcarbamoyl)pyridin-3-yl)piperazin-1-yl)methyl)cyclobutane-1-carboxylic acid FC1=NC(=CC=C1N1CCN(CC1)CC1CC(C1)C(=O)O)C(NC)=O